COCCC[NH3+] γ-Methoxypropylammonium